ClC1=CC(=C(C=C1)NC(=O)C=1C=NC(=CC1)C(F)(F)F)C(N[C@H](C(C(=O)NC1CC1)=O)C[C@H]1C(N[C@@H](C1)C)=O)=O N-[4-chloro-2-[[(1S)-3-(cyclopropylamino)-1-[[(3S,5R)-5-methyl-2-oxo-pyrrolidin-3-yl]methyl]-2,3-dioxo-propyl]carbamoyl]phenyl]-6-(trifluoromethyl)pyridine-3-carboxamide